FC1=CC=C(C=C1)C=1C=C2C(=C(C(N(C2=CC1)CCN1CCOCC1)=O)C(=O)NC1CC2(C1)CCC2)O 6-(4-fluorophenyl)-4-hydroxy-1-(2-morpholinylethyl)-2-oxo-N-(spiro[3.3]hept-2-yl)-1,2-dihydroquinoline-3-carboxamide